FC=1C=C(C=C(C1OC1=C2C(=NC=C1)N(C=C2C2=CC(=C(C=C2)F)OC)COCC[Si](C)(C)C)F)NC(=O)NCC2(COC2)F N-(3,5-difluoro-4-{[3-(4-fluoro-3-methoxyphenyl)-1-{[2-(trimethylsilyl)ethoxy]methyl}-1H-pyrrolo[2,3-b]pyridin-4-yl]oxy}phenyl)-N'-[(3-fluorooxetan-3-yl)methyl]urea